2-benzoquinone-4-sulfonic acid C1(C(C=C(C=C1)S(=O)(=O)O)=O)=O